tert-butyl 4-[(4-{5-[1-(2,6-dioxopiperidin-3-yl)-3-methyl-2-oxo-1,3-benzodiazol-5-yl]pyridin-2-yl}-1,4-diazepan-1-yl)methyl]piperidine-1-carboxylate O=C1NC(CCC1N1C(N(C2=C1C=CC(=C2)C=2C=CC(=NC2)N2CCN(CCC2)CC2CCN(CC2)C(=O)OC(C)(C)C)C)=O)=O